Boc-D-pentafluorophenylalanine CC(C)(C)OC(=O)N[C@H](CC1=C(C(=C(C(=C1F)F)F)F)F)C(=O)O